ClC=1NC(=CC1C#N)C1=C(C=CC=C1)F 2-chloro-5-(2-fluorophenyl)-1H-pyrrole-3-carbonitrile